3-((1-(2-fluoroacryloyl)azetidin-3-yl)amino)-2-(4-(trifluoromethyl)phenoxy)isonicotinonitrile FC(C(=O)N1CC(C1)NC1=C(C#N)C=CN=C1OC1=CC=C(C=C1)C(F)(F)F)=C